nonacosan-1-yl nervonate C(CCCCCCCCCCCCC\C=C/CCCCCCCC)(=O)OCCCCCCCCCCCCCCCCCCCCCCCCCCCCC